2,7-Bis(3-cyanophenyl)triphenyleneacryloyloxy-N',N'-dicarboxymethyl-p-phenylenediamine C(#N)C=1C=C(C=CC1)C1=C(C=2C3=CC=CC=C3C3=CC(=CC=C3C2C=C1)C1=CC(=CC=C1)C#N)C=CC(=O)ONC1=CC=C(C=C1)N(CC(=O)O)CC(=O)O